C(O)C(CC(CCCCC)CO)NC(N)=O N'-1,3-dimethyloloctyl-urea